benzyl ((2S)-1-cyano-5,5-difluoro-1-hydroxyhexan-2-yl)carbamate C(#N)C([C@H](CCC(C)(F)F)NC(OCC1=CC=CC=C1)=O)O